O1[C@@H](COCC1)CN1N=C2C3=C(CCC2=C1)OC(=C3C(F)(F)F)C(=O)N [(2R)-1,4-dioxan-2-ylmethyl]-8-(trifluoromethyl)-4,5-dihydro-2H-furo[2,3-g]indazole-7-carboxamide